7-chloro-5-fluoro-2-(trichloromethyl)-1H-benzo[d]imidazole ClC1=CC(=CC2=C1NC(=N2)C(Cl)(Cl)Cl)F